gamma-L-glutamic acid C(CC(=O)O)[C@@H](C(=O)O)N